N1=NNC2=NC=C(C=C21)C=2C=C1C(=NC=NC1=CC2)NC(C)C2=CC=CC=C2 6-(3H-[1,2,3]triazolo[4,5-b]pyridin-6-yl)-N-(1-phenylethyl)quinazolin-4-amine